C(C)(=O)NC1=NC=NC(=C1C(=O)OCC)N Ethyl 4-acetamido-6-aminopyrimidine-5-carboxylate